C(C)(C)(C)OC(=O)N(C=1C(=CC=C2C=CC(=CC12)C1=NC(=NC=C1)C(=O)N[C@H]1CN(CCC1)C(=O)OC(C)(C)C)OC)CC(=C)C#N tert-butyl (3R)-3-[[4-[8-[tert-butoxycarbonyl (2-cyanoallyl)amino]-7-methoxy-2-naphthyl]pyrimidine-2-carbonyl]amino]piperidine-1-carboxylate